ClC=1C=C(C2=C(N1)NN=C2C)C(=O)OCC ethyl 6-chloro-3-methyl-1H-pyrazolo[3,4-b]pyridine-4-carboxylate